ClC1=CC=C(C(=O)NC2=CC=C(C=C2)C[C@H]2CNCC2)C=C1 |r| (RS)-4-Chloro-N-(4-pyrrolidin-3-ylmethyl-phenyl)-benzamid